(E)-2-(4-(3-(2-methoxyquinoline-3-yl)-3-oxo-1-propen-1-yl)-2,6-dimethylphenoxy)-2-methylpropionic acid COC1=NC2=CC=CC=C2C=C1C(/C=C/C1=CC(=C(OC(C(=O)O)(C)C)C(=C1)C)C)=O